N-(4-((2-(1,1-difluoroethyl)-6-methylpyrimidin-4-yl)amino)-5-((1-fluorocyclopropyl)methoxy)pyridin-2-yl)acetamide FC(C)(F)C1=NC(=CC(=N1)NC1=CC(=NC=C1OCC1(CC1)F)NC(C)=O)C